(S)-4'-((2-(8-(((4-carbamimidoylthiophen-2-yl)methyl)carbamoyl)-1,4-dioxa-7-azaspiro[4.4]nonan-7-yl)-2-oxoethyl)carbamoyl)-3-fluoro-[1,1'-biphenyl]-4-carboxylic acid C(N)(=N)C=1C=C(SC1)CNC(=O)[C@H]1N(CC2(OCCO2)C1)C(CNC(=O)C1=CC=C(C=C1)C1=CC(=C(C=C1)C(=O)O)F)=O